ClC=1C=C2C(=NC(=NC2=C(C1C1=C(C=CC2=C1N(C=N2)C)C)F)N2CC(C2)N(C)C)N2C[C@H](N(C[C@@H]2C)C(C=C)=O)C 1-((2R,5S)-4-(6-chloro-7-(1,6-dimethyl-1H-benzo[d]imidazol-7-yl)-2-(3-(dimethylamino)azetidin-1-yl)-8-fluoroquinazolin-4-yl)-2,5-dimethylpiperazin-1-yl)prop-2-en-1-one